NC1=NC=NC=2C3=C(CC(C12)(C)C)C(=C(C=C3)O[C@@H]3CC[C@H](CC3)N)N(CC(CO)(C)C)C 3-[[4-amino-8-(trans-4-aminocyclohexoxy)-5,5-dimethyl-6H-benzo[h]quinazolin-7-yl]-methyl-amino]-2,2-dimethyl-propan-1-ol